ClC1=C(C=CC(=C1C)F)C(C)N1C[C@@H](N(C[C@H]1C)C1=CC(N(C=2C=CC(=NC12)C#N)C)=O)C 8-((2s,5r)-4-(1-(2-chloro-4-fluoro-3-methylphenyl)ethyl)-2,5-dimethylpiperazin-1-yl)-5-methyl-6-oxo-5,6-dihydro-1,5-naphthyridine-2-carbonitrile